C(C)(=O)OC(CC(C)C)(C)C isopropyl-tertiary butanol acetate